(S,E)-2,2-dimethyl-N-(4-(methylsulfonyl)but-3-en-2-yl)-3-oxo-6-phenoxy-2,3-dihydro-1H-indene-5-carboxamide CC1(CC2=CC(=C(C=C2C1=O)C(=O)N[C@@H](C)\C=C\S(=O)(=O)C)OC1=CC=CC=C1)C